ClC1=C(C(=CC=C1)F)[C@H](C)NC(=O)C1=C(N=NS1)C1CC1 (S)-N-(1-(2-Chloro-6-fluorophenyl)ethyl)-4-cyclopropyl-1,2,3-thiadiazol-5-carboxamid